C(#N)C=1C2=C(C(=NC1N1[C@H](CC1)C)N1CC3C(C(C1)C3)CC(=O)O)CCCCC2 2-(3-(4-cyano-3-((S)-2-methylazetidin-1-yl)-6,7,8,9-tetrahydro-5H-cyclohepta[c]pyridin-1-yl)-3-azabicyclo[3.1.1]heptane-6-yl)acetic acid